C(#C)C=1C(=CC=C2C=CC=C(C12)C1=C(C=2N=C(N=C(C2C=N1)N1CCN(CC1)C(=O)OC(C)(C)C)OC[C@]12CCCN2C[C@@H](C1)F)F)F tert-Butyl 4-(7-(8-ethynyl-7-fluoronaphthalen-1-yl)-8-fluoro-2-(((2R,7aS)-2-fluorotetrahydro-1H-pyrrolizin-7a(5H)-yl)methoxy)pyrido[4,3-d]pyrimidin-4-yl)piperazine-1-carboxylate